BrC=1C=CC(=C(OCCN2CCC(CC2)C(=O)O)C1)C=1OC2=C(C=CC=C2C(C1)=O)Cl 1-[2-[5-bromo-2-(8-chloro-4-oxo-chromen-2-yl)phenoxy]ethyl]piperidine-4-carboxylic acid